6-(1-isopropyl-1H-pyrazol-3-yl)-3-(2-methoxyethyl)-5-methyl-2-(1-methyl-1H-imidazol-2-yl)thieno[2,3-d]pyrimidin-4(3H)-one C(C)(C)N1N=C(C=C1)C1=C(C2=C(N=C(N(C2=O)CCOC)C=2N(C=CN2)C)S1)C